4-(2,4-dichloro-5-methoxy-phenylamino)-6-methoxy-7-[3-(4-methyl-piperazin-1-yl)-propoxy]-quinoline-3-carbonitrile ClC1=C(C=C(C(=C1)Cl)OC)NC1=C(C=NC2=CC(=C(C=C12)OC)OCCCN1CCN(CC1)C)C#N